tert-butyl 2-((dimethylamino) methylene)-3-oxobutanoate CN(C)C=C(C(=O)OC(C)(C)C)C(C)=O